1-[[7-[6-chloro-1-(4-piperidylmethyl)-3,4-dihydro-2H-quinolin-8-yl]thieno[3,2-b]pyridin-2-yl]methyl]pyrrolidine-2,5-dione ClC=1C=C2CCCN(C2=C(C1)C1=C2C(=NC=C1)C=C(S2)CN2C(CCC2=O)=O)CC2CCNCC2